C(C)OC=1C=C2C=NN(C2=CC1)C1=NC(=NC=C1)NC1=C(C=C(C(=C1)[N+](=O)[O-])F)OC 4-(5-ethoxy-1H-indazol-1-yl)-N-(4-fluoro-2-methoxy-5-nitrophenyl)pyrimidin-2-amine